O=C1NC=CC(=C1)[C@H]1CN(C2(CC2)C1)C(=O)OC(C)(C)C tert-butyl (S)-6-(2-oxo-1,2-dihydropyridin-4-yl)-4-azaspiro[2.4]heptane-4-carboxylate